2-(3-methoxybenzyl)-N-methyl-2'-oxo-2',3'-dihydro-1'h-[1,5'-bi-benzo[d]imidazole]-5-carboxamide COC=1C=C(CC2=NC3=C(N2C2=CC4=C(NC(N4)=O)C=C2)C=CC(=C3)C(=O)NC)C=CC1